C(#N)C1=C(C=C2N(CCN(C2=C1)C1=C2C=C(C(N(C2=CC(=C1)OC)C)=O)C)C)C(=O)OC methyl 7-cyano-1-(7-methoxy-1,3-dimethyl-2-oxo-1,2-dihydroquinolin-5-yl)-4-methyl-1,2,3,4-tetrahydroquinoxaline-6-carboxylate